(2-chloro-4-phenoxyphenyl)(4-(((1r,4r)-4-(hydroxymethyl)cyclohexyl)amino)-1H-pyrazolo[3,4-d]pyrimidin-3-yl)methanone ClC1=C(C=CC(=C1)OC1=CC=CC=C1)C(=O)C1=NNC2=NC=NC(=C21)NC2CCC(CC2)CO